COC=1C=C(C=C(C1)OC)[C@@H](C(=O)NC=1SC(=NN1)N[C@H]1CN(CC1)C=1N=NC(=CC1)C)OC (2S)-2-(3,5-Dimethoxyphenyl)-2-methoxy-N-[5-[[(3R)-1-(6-methylpyridazin-3-yl)pyrrolidin-3-yl]amino]-1,3,4-thiadiazol-2-yl]acetamid